6-methyl-1H-pyrazolo[3,4-b]pyridine CC1=CC=C2C(=N1)NN=C2